1-(1-Cyclobutyl-3-(1-((4-fluoropiperidin-4-yl)methyl)piperidin-4-yl)-1H-indol-6-yl)dihydropyrimidine C1(CCC1)N1C=C(C2=CC=C(C=C12)N1CNCC=C1)C1CCN(CC1)CC1(CCNCC1)F